CC=1C(=NC(=CC1C1(CC1)S(=O)(=O)C)N1[C@@H](COCC1)C)NC1=CC(=NN1)C (R)-3-methyl-N-(3-methyl-1H-pyrazol-5-yl)-6-(3-methylmorpholino)-4-(1-(methylsulfonyl)cyclopropyl)pyridin-2-amine